C1(=CC=CC=C1)S(=O)(=O)C[C@@H]1CN(C[C@H]1OCC1=CC=C(C=C1)C(F)(F)F)C(C=C)=O 1-(trans-3-(phenylsulfonylmethyl)-4-(4-(trifluoromethyl)benzyloxy)pyrrolidin-1-yl)prop-2-en-1-one